2-((1H-pyrrolo[2,3-b]pyridin-5-yl)oxy)-4-(4-((4'-chloro-5,5-dimethyl-3,4,5,6-tetrahydro-[1,1'-biphenyl]-2-yl)methyl)piperazin-1-yl)benzoate N1C=CC=2C1=NC=C(C2)OC2=C(C(=O)[O-])C=CC(=C2)N2CCN(CC2)CC2=C(CC(CC2)(C)C)C2=CC=C(C=C2)Cl